(6-(5-(((1-(2,5-difluoropyridin-3-yl)ethoxy)carbonyl)amino)-1-methyl-1H-1,2,3-triazol-4-yl)pyridin-3-yl)carbamate FC1=NC=C(C=C1C(C)OC(=O)NC1=C(N=NN1C)C1=CC=C(C=N1)NC([O-])=O)F